(3R)-4-amino-N,3-dimethyl-N-((5S)-2-(trifluoromethyl)-5,8-dihydro-6H-pyrano[3,4-b]-pyridin-5-yl)-1,3-dihydrofuro-[3,4-c][1,7]naphthyridine-8-carboxamide NC1=NC=2C=NC(=CC2C2=C1[C@H](OC2)C)C(=O)N([C@@H]2COCC1=NC(=CC=C12)C(F)(F)F)C